6-Chloro-N-(3-methoxy-5-(1-methyl-1H-imidazol-5-yl)phenyl)quinolin-4-amine ClC=1C=C2C(=CC=NC2=CC1)NC1=CC(=CC(=C1)C1=CN=CN1C)OC